methyl 1-(5-((2,4,5-trifluoro-benzyl)oxy)-2,3-dihydro-1H-inden-1-yl)azetidine-3-carboxylate FC1=C(COC=2C=C3CCC(C3=CC2)N2CC(C2)C(=O)OC)C=C(C(=C1)F)F